COC1=C(CNC2=NC=NC3=C(C=CC=C23)C=2C=NN(C2)C=2C=C(C(=O)OC)C=CC2C)C=CC(=C1)OC methyl 3-(4-(4-((2,4-dimethoxybenzyl) amino) quinazolin-8-yl)-1H-pyrazol-1-yl)-4-methylbenzoate